FC1=C(C=C(C=C1)C1=C(C=CC=C1OCCCC=C)C)[C@H](CC(=O)OCC)NC([C@@H](CC=C)OS(=O)(=O)C)=O Ethyl (S)-3-(4-fluoro-2'-methyl-6'-(pent-4-en-1-yloxy)-[1,1'-biphenyl]-3-yl)-3-((R)-2-((methylsulfonyl)oxy)pent-4-enamido)propanoate